C(#N)C1=NNC2=NC=CC=C21 3-cyano-1H-pyrazolo[3,4-b]pyridine